(1R*,3R*)-1-(3-chlorobenzyl)-3-hydroxycyclopentane-1-carboxylate ClC=1C=C(C[C@]2(C[C@@H](CC2)O)C(=O)[O-])C=CC1 |o1:5,7|